(2-formyl-4-indazol-1-yl-phenyl) trifluoromethanesulfonate FC(S(=O)(=O)OC1=C(C=C(C=C1)N1N=CC2=CC=CC=C12)C=O)(F)F